O=C1CCC(O1)C(=O)N 5-oxo-tetrahydrofuran-2-carboxamide